C(C)OC(=O)C1CCC(CC1)OS(=O)(=O)C1=CC=C(C=C1)C 4-[(4-methylbenzenesulfonyl)oxy]cyclohexane-1-carboxylic acid ethyl ester